methyl 4-cyano-7-methylbenzofuran-6-carboxylate C(#N)C1=CC(=C(C2=C1C=CO2)C)C(=O)OC